BrC=1C=C2C=C(N=CC2=CC1)NC(=O)C1(CCNCC1)F N-(6-bromo-3-isoquinolinyl)-4-fluoro-piperidine-4-carboxamide